2-(((4-bromophenyl)(3,5-bis-tert-butyl-4-hydroxyphenyl)(phenyl)methyl)thio)acetaldehyde BrC1=CC=C(C=C1)C(SCC=O)(C1=CC=CC=C1)C1=CC(=C(C(=C1)C(C)(C)C)O)C(C)(C)C